N-[5-(8-dimethylamino-2-oxo-8-phenyl-1,3-diazaspiro[4.5]decan-3-yl)-pyrimidin-2-yl]-N,2,5-trimethyl-2H-pyrazole-3-carboxylic acid amide CN(C1(CCC2(CN(C(N2)=O)C=2C=NC(=NC2)N(C(=O)C=2N(N=C(C2)C)C)C)CC1)C1=CC=CC=C1)C